tert-butyl (4-azido-2,6-difluorophenyl)sulfonyl(thiazol-4-yl)carbamate N(=[N+]=[N-])C1=CC(=C(C(=C1)F)S(=O)(=O)N(C(OC(C)(C)C)=O)C=1N=CSC1)F